OCCN(CCCCCCCC(=O)OC(CCCCCCCC)CCCCCCCC)CCC(OCCOCCOCCOCCCCCCCCCCC)=O Heptadecan-9-yl 8-((2-hydroxyethyl)(3-oxo-4,7,10,13-tetraoxatetracosyl)amino)-octanoate